(R)-2-(1-((6-(5-(((1-(2-chlorophenyl)ethoxy)carbonyl)amino)-1-methyl-1H-1,2,3-triazol-4-yl)-2-methylpyridin-3-yl)ethynyl)cyclopropyl)acetic acid ClC1=C(C=CC=C1)[C@@H](C)OC(=O)NC1=C(N=NN1C)C1=CC=C(C(=N1)C)C#CC1(CC1)CC(=O)O